C(C)(=O)N[C@@H](C(=O)NCC1=CC=CC=C1)COC (R)-2-acetylamino-N-benzyl-3-methoxypropionamide